lauryl-coenzyme A C(CCCCCCCCCCC)(=O)SCCNC(CCNC([C@@H](C(COP(OP(OC[C@@H]1[C@H]([C@H]([C@@H](O1)N1C=NC=2C(N)=NC=NC12)O)OP(=O)(O)O)(=O)O)(=O)O)(C)C)O)=O)=O